ClC1=C2CCNCC2=CC=C1OC 5-chloro-6-methoxy-1,2,3,4-tetrahydroisoquinoline